C(C)[C@@H]1NC[C@H](NC1)CC trans-2,5-diethylpiperazine